FC1(CN(C1)CC1=NN(C=C1C(=O)OCC)CC1=CC=C(C=C1)CN1C(C=CC=C1)=O)COC ethyl 3-((3-fluoro-3-(methoxymethyl)azetidin-1-yl)methyl)-1-(4-((2-oxopyridin-1(2H)-yl)methyl)benzyl)-1H-pyrazole-4-carboxylate